C1(=CC=CC2=CC=CC=C12)C1=CC=C(C=C1)C1=C(C2=CC=CC=C2C=C1)N N-[(4-naphthylphenyl)-1-naphthyl]amine